C(#N)[C@H]1N(CSC1)C(CNC(=O)C1=CC=NC2=CC=C(C=C12)N1CCC(CC1)OC)=O (R)-N-(2-(4-cyanothiazolidin-3-yl)-2-oxoethyl)-6-(4-methoxypiperidin-1-yl)quinoline-4-carboxamide